3,5-difluoro-4-methylbenzyl bromide FC=1C=C(CBr)C=C(C1C)F